(S)-3-chloro-N-(3-(1-((2-ethyl-2H-pyrazolo[3,4-b]pyrazin-6-yl)amino)ethyl)-4-methylphenyl)-4-fluorobenzamide ClC=1C=C(C(=O)NC2=CC(=C(C=C2)C)[C@H](C)NC=2C=NC=3C(N2)=NN(C3)CC)C=CC1F